ClC1=CC=C(C=C1)NC1=CC(=NC(=N1)SC)NCCNC(C1=C(N=CC=C1)OC)=O N-(2-(6-(4-chlorophenyl-amino)-2-(methylthio)pyrimidin-4-ylamino)ethyl)-2-methoxynicotinamide